COC(C(CCNC(=O)OC(C)(C)C)O[Si](C)(C)C(C)(C)C)=O 4-((tert-Butoxycarbonyl)amino)-2-((tert-butyldimethylsilyl)oxy)butanoic acid methyl ester